C(CCC)C=1N=NN(C1)CCCN1C(C2=CC=CC=C2C1=O)=O 2-[3-(4-butyl-1H-1,2,3-triazol-1-yl)propyl]-1H-isoindole-1,3(2H)-dione